OC1O[C@H]([C@H]([C@@H]([C@@H]1C1=C(C(=O)[O-])C=C(C(=C1OCC1=CC=CC=C1)OCC1=CC=CC=C1)OCC1=CC=CC=C1)C1=C(C(=O)[O-])C=C(C(=C1OCC1=CC=CC=C1)OCC1=CC=CC=C1)OCC1=CC=CC=C1)C1=C(C(=O)[O-])C=C(C(=C1OCC1=CC=CC=C1)OCC1=CC=CC=C1)OCC1=CC=CC=C1)COC(C1=CC(=C(C(=C1)OCC1=CC=CC=C1)OCC1=CC=CC=C1)OCC1=CC=CC=C1)=O (3R,4S,5R,6R)-2-hydroxy-6-(((3,4,5-tris(benzyloxy)benzoyl)oxy)methyl)tetrahydro-2H-pyran-3,4,5-triyltris(3,4,5-tris(benzyloxy)benzoate)